C(C)OC(=O)C1(C(CCCC1)C)CC(COCC)=O 1-(ethoxycarbonyl)-1-(ethoxyacetyl-methyl)-2-methylcyclohexane